N(=C=O)C1CCCC2C(CCCC12)N=C=O 1,5-diisocyanatodecalin